COCCNC(=O)NC=1C=C(C=CC1)C[C@H](C(=O)O)[C@@H]1CNCC1 (2S)-3-[3-(2-Methoxy-ethylcarbamoylamino)phenyl]-2-[(3R)-pyrrolidin-3-yl]propanoic acid